((3R)-4-amino-3-methyl-1,3-dihydrofuro[3,4-c]quinolin-8-yl)((3R,5S)-3-methyl-5-(6-(trifluoromethyl)-3-pyridinyl)-4-morpholinyl)methanone NC1=NC=2C=CC(=CC2C2=C1[C@H](OC2)C)C(=O)N2[C@@H](COC[C@@H]2C=2C=NC(=CC2)C(F)(F)F)C